2-cyclohexyl-2-methoxymethyl-1,3-dimethoxycyclohexane C1(CCCCC1)C1(C(CCCC1OC)OC)COC